C(C1=CC=CC=C1)OC(=O)N1CC(C1)OCCCCNC(=O)OC(C)(C)C 3-(4-((tert-Butoxycarbonyl)amino)butoxy)azetidine-1-carboxylic acid benzyl ester